C(CCCCCCCCCCC)=O.[C] carbon dodecanal